S1C(=NC2=C1C=CC=C2)C2=C(C=CC(=C2)O)O 2-(1,3-benzothiazol-2-yl)benzene-1,4-diol